(S)-1-ethyl-6-((4-((2-hydroxy-1-phenylethyl)amino)-5-(5-(pyridin-3-yl)-1,3,4-oxadiazol-2-yl)pyrimidin-2-yl)amino)-1,2-dihydro-3H-indazol-3-one C(C)N1NC(C2=CC=C(C=C12)NC1=NC=C(C(=N1)N[C@H](CO)C1=CC=CC=C1)C=1OC(=NN1)C=1C=NC=CC1)=O